O=C1NC(CCC1N1C(C2=CC=C(C=C2C(=N1)C)N1CCN(CC1)CCC(=O)O)=O)=O 3-{4-[2-(2,6-Dioxopiperidin-3-yl)-4-methyl-1-oxo-1,2-dihydrophthalazin-6-yl]piperazin-1-yl}propanoic acid